C(CCCCCCC)SC1=NC(=NC(=N1)SCCCCCCCC)NC1=CC(=C(C(=C1)C(C)(C)C)O)C(C)(C)C 2,4-bisoctylmercapto-6-(3,5-di-tert-butyl-4-hydroxyanilino)-1,3,5-triazine